2-(4-chloro-3-fluorophenyl)-2-methyl-4-trimethylsiloxy-5-amino-3(2H)-furanone ClC1=C(C=C(C=C1)C1(OC(=C(C1=O)O[Si](C)(C)C)N)C)F